CC1=C(C(=CC(=C1)C)C)N1C(N(C=C1)C1=C(C=C(C=C1C)C)C)=[Ru-4](=CC=1SC=CC1)(Cl)Cl [1,3-bis(2,4,6-trimethylphenyl)imidazol-2-ylidene][2-thienylmethylene]ruthenium(II) dichloride